2-[4-(trifluoromethyl)anilino]pyridine-3-carbohydrazide FC(C1=CC=C(NC2=NC=CC=C2C(=O)NN)C=C1)(F)F